CS(=O)(=O)C1=NC(=CC(=N1)C1=CC=CC=C1)C(F)(F)F 2-(methylsulfonyl)-4-phenyl-6-(trifluoromethyl)pyrimidine